4-(4-Iodophenyl)-4-oxobutanoic acid IC1=CC=C(C=C1)C(CCC(=O)O)=O